3-chlorophenyl (pentyl) thioether C(CCCC)SC1=CC(=CC=C1)Cl